Di((9Z,12Z)-octadeca-9,12-dien-1-yl) 2-((3-(dimethylamino)propanoyl)oxy)pentanedioate CN(CCC(=O)OC(C(=O)OCCCCCCCC\C=C/C\C=C/CCCCC)CCC(=O)OCCCCCCCC\C=C/C\C=C/CCCCC)C